C(CCCC)OC(C1=CC=C(C(=O)OCCCCC)C=C1)=O Terephthalic acid diamyl ester